Ethyl 2-(2,6-dimethyl-4-(1-(5-oxo-4-(4-(trifluoromethyl) phenyl)-4,5-dihydro-1H-1,2,4-triazol-1-yl) propyl) phenoxy)-2-methylpropionate CC1=C(OC(C(=O)OCC)(C)C)C(=CC(=C1)C(CC)N1N=CN(C1=O)C1=CC=C(C=C1)C(F)(F)F)C